3-((4-(docosyloxy)phenyl)sulfonyl)-4-(4-(4-(1-ethylpiperidin-4-yl)piperazin-1-yl)piperidin-1-yl)-6-(methylthio)quinoline C(CCCCCCCCCCCCCCCCCCCCC)OC1=CC=C(C=C1)S(=O)(=O)C=1C=NC2=CC=C(C=C2C1N1CCC(CC1)N1CCN(CC1)C1CCN(CC1)CC)SC